ClC=1N=CC2=C(N1)C=NN2C(=O)OC(C)(C)C tert-Butyl 5-chloro-1H-pyrazolo[4,3-d]pyrimidine-1-carboxylate